C1(CC1)S(=O)(=O)N1N=CC(=C1)C1=NC=CC(=N1)C1(NC=C(C(=C1)NC1CCC(CC1)F)C1=NN(C=C1)C(F)F)N 2-(2-(1-(Cyclopropylsulfonyl)-1H-pyrazol-4-yl)pyrimidin-4-yl)-5-(1-(difluoromethyl)-1H-pyrazol-3-yl)-N4-((1s,4s)-4-fluorocyclohexyl)pyridine-2,4-diamine